4-[2-(1-benzyloxycarbonyl-4-hydroxy-4-piperidinyl)ethynyl]-3,6-dihydro-2H-pyridine-1-carboxylic acid tert-butyl ester C(C)(C)(C)OC(=O)N1CCC(=CC1)C#CC1(CCN(CC1)C(=O)OCC1=CC=CC=C1)O